N-[4,6-difluoro-5-trimethylsilyl-3-(2-trimethylsilylethynyl)-2-pyridyl]carbamate FC1=C(C(=NC(=C1[Si](C)(C)C)F)NC([O-])=O)C#C[Si](C)(C)C